diethyl-aluminium chloride C(C)[Al](CC)Cl